The molecule is a diester obtained by the formal condensation of 2,4,4-trimethylpentane-1,3-diol with two molecules of 2-methylpropanoic acid. Metabolite observed in cancer metabolism. It has a role as a human metabolite. CC(C)C(=O)OCC(C)C(C(C)(C)C)OC(=O)C(C)C